C(C)(C)(C)OC(=O)N1CC2=CC=CC(=C2CC1)[C@@H](CC(=O)OCC)CC 5-[(3R)-1-ethoxy-1-oxopentan-3-yl]-3,4-dihydro-1H-isoquinoline-2-carboxylic acid tert-butyl ester